2-(4-(5-bromo-6-methylpyridin-2-yl)-5-(hydroxymethyl)-1H-1,2,3-triazol-1-yl)acetonitrile BrC=1C=CC(=NC1C)C=1N=NN(C1CO)CC#N